methyl 5-tert-butyl-1,2-oxazol-3-ylcarbamate C(C)(C)(C)C1=CC(=NO1)NC(OC)=O